[4-[4-(2-azetidin-1-yl-phenyl)-piperidin-1-yl]-2-(1-methyl-cyclopropyl)-quinazolin-6-yl]-methyl-(2-pyrrolidin-1-yl-ethyl)-amine N1(CCC1)C1=C(C=CC=C1)C1CCN(CC1)C1=NC(=NC2=CC=C(C=C12)N(CCN1CCCC1)C)C1(CC1)C